ClC=1C(=NC(=NC1)NC)C=1C=C2C(N([C@@H](C2=CC1)C)CC(=O)N[C@H](CO)C1=CC(=CC(=C1)OC)F)=O 2-[(1R)-5-[5-Chloro-2-(methylamino)pyrimidin-4-yl]-1-methyl-3-oxo-2,3-dihydro-1H-isoindol-2-yl]-N-[(1S)-1-(3-fluoro-5-methoxyphenyl)-2-hydroxyethyl]acetamid